ClC=1C(=CC(=NC1)N)F 5-chloro-4-fluoro-pyridine-2-amine